ClC=1C(=C(C=CC1O)C=1C(CC(NN1)=O)C)F 6-(3-chloro-2-fluoro-4-hydroxyphenyl)-5-methyl-4,5-dihydro-2H-pyridazin-3-one